C1(=CC=CC=C1)C=1C(=C(C=CC1)[Si](C1=CC=CC=C1)(C1=CC=CC=C1)C1=CC=CC=C1)C1=CC=CC=C1 diphenyl-(triphenylsilyl)benzene